ClC1=CC=C(C=2C1=NON2)S(=O)(=O)N2C[C@@H]([C@@](C2)(CO)O)OC2=CC(=C(C#N)C=C2)F 4-(((3S,4R)-1-((7-chlorobenzo[c][1,2,5]oxadiazol-4-yl)sulfonyl)-4-hydroxy-4-(hydroxymethyl)pyrrolidin-3-yl)oxy)-2-fluorobenzonitrile